3-methoxy-4-pyridineformaldehyde COC=1C=NC=CC1C=O